CC1(C=CNC2=CC=NC=C12)C dimethyl-1,4-dihydro-1,6-naphthyridine